FC1=C(C=CC=C1F)NC(=O)C1(C(N(CC1)C)=O)[Se]C1=CC=CC=C1 N-(2,3-difluorophenyl)-1-methyl-2-oxo-3-(phenylselenyl)pyrrolidine-3-carboxamide